N1N=CC2=CC=C(C=C12)\C=C/1\C(NC(=N1)NC1=CC2=C(N=CS2)C=C1)=O (Z)-5-((1H-indazol-6-yl)methylene)-2-(benzo[d]thiazol-6-ylamino)-3,5-dihydro-4H-imidazol-4-one